3-fluoro-5-[(1S)-1-(6-hydroxy-5-{[4-(2-methylpyridin-3-yl)phenyl]methyl}-4-oxo-2-[(propan-2-yloxy)methyl]-1,4-dihydropyrimidin-1-yl)-2-methylpropyl]benzonitrile FC=1C=C(C#N)C=C(C1)[C@H](C(C)C)N1C(=NC(C(=C1O)CC1=CC=C(C=C1)C=1C(=NC=CC1)C)=O)COC(C)C